BrC1=C(C(=NC(=C1)Br)C(=O)OC)OCCC=C methyl 4,6-dibromo-3-(but-3-en-1-yloxy)picolinate